O=C1CN(CCCC1)C(=O)OC(C)(C)C tert-butyl 3-oxoazepane-1-carboxylate